C(C)(=O)NC1=C(C(=O)OC)C=C(C=C1)OCC1=CC(=CC(=C1)F)F Methyl 2-acetamido-5-((3,5-difluorobenzyl)oxy)benzoate